(E)-2-Chloro-6-(2-(3-methylbenzylidene)hydrazinyl)-9-(5-methylpyridin-3-yl)-9H-purine ClC1=NC(=C2N=CN(C2=N1)C=1C=NC=C(C1)C)N/N=C/C1=CC(=CC=C1)C